C(C=C)OCCC(=O)O 3-(allyloxy)propionic acid